4-cyano-2,3,5,6-tetrafluorobenzonitrile C(#N)C1=C(C(=C(C#N)C(=C1F)F)F)F